FC(CN1N=NC2=C1C=C(C=C2)C=2C=CN1N=C(N=C(C12)OC([2H])([2H])[2H])NC1CCC(CC1)(O)C)F (1r,4r)-4-((5-(1-(2,2-difluoroethyl)-1H-benzo[d][1,2,3]triazol-6-yl)-4-(methoxy-d3)pyrrolo[2,1-f][1,2,4]triazin-2-yl)amino)-1-methylcyclohexan-1-ol